Sodium dodecyl sulfate sodium [Na+].S(=O)(=O)(OCCCCCCCCCCCC)[O-].[Na+].C(CCCCCCCCCCC)OS(=O)(=O)[O-]